C(C)(C)(C)OC(=O)\N=C\1/N(CCN1)C1=CC=C(C(=O)OC=2C=3N(C(=CC2)CC(=O)OC(C)(C)C)N=CN3)C=C1 (Z)-5-(2-tert-butoxy-2-oxoethyl)-[1,2,4]triazolo[1,5-a]pyridin-8-yl 4-(2-(tert-butoxycarbonylimino)-imidazolidin-1-yl)benzoate